ClC=1C=CC(=C(C1)C1=CC(=C(N=N1)C)NC1=CC(=NC=N1)NC(CCCN1CCOCC1)=O)F N-(6-((6-(5-chloro-2-fluorophenyl)-3-methylpyridazin-4-yl)amino)pyrimidin-4-yl)-4-morpholinobutanamide